5-chloro-8-methylpyrido[2,3-d]pyridazine ClC1=C2C(=C(N=N1)C)N=CC=C2